[Na+].[Na+].C(CN(C(C(=O)O)CCCC(=O)O)C(C(=O)[O-])CCCC(=O)[O-])N(C(C(=O)O)CCCC(=O)O)C(C(=O)O)CCCC(=O)O ethylenediaminetetra-adipic acid disodium salt